S1C=NC2=C1C=CC=C2C2=CC=C(C=C2)N2C(N(CCC2)C=2SC(=C(N2)C)S(=O)(=O)N)=O 2-(3-(4-(benzo[d]thiazol-4-yl)phenyl)-2-oxotetrahydropyrimidin-1(2H)-yl)-4-methylthiazole-5-sulfonamide